C(CCCC)C1COCOC1 5-amyl-1,3-dioxane